C1(CCC1)N1CC=2N=NC(=CC2CC1)OCC1=C(N=NN1C=1C=CC(=NC1)C)C 5-{5-[({7-cyclobutyl-5H,6H,7H,8H-pyrido[3,4-c]pyridazin-3-yl}oxy)methyl]-4-methyl-1H-1,2,3-triazol-1-yl}-2-methylpyridine